2-[1-cyclobutyl-6-(2-oxopyrrolidin-1-yl)-1H-1,3-benzodiazol-2-yl]-5-ethoxy-1-methyl-N-(1,2-oxazol-4-yl)-6-oxo-1,6-dihydropyrimidine-4-carboxamide C1(CCC1)N1C(=NC2=C1C=C(C=C2)N2C(CCC2)=O)C=2N(C(C(=C(N2)C(=O)NC=2C=NOC2)OCC)=O)C